acryloxypropylisocyanate C(C=C)(=O)OCCCN=C=O